(2-((3-fluoro-4-(pyridin-2-ylmethoxy)phenyl)amino)benzothiazol-6-yl)but-2-enamide FC=1C=C(C=CC1OCC1=NC=CC=C1)NC=1SC2=C(N1)C=CC(=C2)C(C(=O)N)=CC